ClC1=CC=C(C=C1)C=1C2=C(N3C1C(N([C@@H](C3)C)C3CC3)=O)C=CC=N2 (7R)-10-(4-chlorophenyl)-8-cyclopropyl-7-methyl-7,8-dihydropyrido[2',3':4,5]pyrrolo[1,2-a]pyrazin-9(6H)-one